(R*)-1-(1-(1-((1-(4-(1-(3-Amino-6-(2-hydroxyphenyl)pyridazin-4-yl)piperidin-3-yl)phenyl)piperidin-4-yl)methyl)piperidin-4-yl)-1H-indol-4-yl)dihydropyrimidine-2,4(1H,3H)-dione NC=1N=NC(=CC1N1C[C@H](CCC1)C1=CC=C(C=C1)N1CCC(CC1)CN1CCC(CC1)N1C=CC2=C(C=CC=C12)N1C(NC(CC1)=O)=O)C1=C(C=CC=C1)O |o1:9|